chloro-5'-methoxy-6-methyl-N-[5-(2-oxopiperidin-1-yl)-[1,3]thiazolo[5,4-b]pyridin-2-yl]-[4,4'-bipyridine]-3-carboxamide ClC1=NC(=CC(=C1C(=O)NC=1SC2=NC(=CC=C2N1)N1C(CCCC1)=O)C1=CC=NC=C1OC)C